ClC1=C(C=C(C=C1)CO)C(F)(F)F (4-chloro-3-(trifluoromethyl)phenyl)methanol